C(=C)(C)C1C=CC(CC1)(O)C 4-isopropenyl-1-methyl-cyclohex-2-en-1-ol